N1CC(C1)N1CC2=CC=CC(=C2CC1)F 2-(azetidin-3-yl)-5-fluoro-1,2,3,4-tetrahydroisoquinoline